3-tert-butylcyclohexane-1,2-dicarboxylic acid, calcium salt [Ca+2].C(C)(C)(C)C1C(C(CCC1)C(=O)[O-])C(=O)[O-]